NC(CC(=O)O)C(NC(C(=O)OC1CCCCC1)C(=O)OCC)=O 3-amino-3-{[1-(cyclohexyloxy)-3-ethoxy-1,3-dioxopropan-2-yl]carbamoyl}propanoic acid